FC(CC1CCN(CC1)CCC)F (S)-1-(4-(2,2-difluoroethyl)piperidine-1-yl)propane